7-chloro-5-phenyl-1,3-dihydro-2H-1,4-benzodiazepine-2-one-4-oxide ClC=1C=CC2=C(C(=[N+](CC(N2)=O)[O-])C2=CC=CC=C2)C1